SCC(=O)OCCOC(CS)=O ethylene bis(mercaptoacetate)